3-(2,6-difluoro-3,5-dimethoxyphenyl)-7-(1,3-dimethyl-1H-pyrazol-4-yl)-1-(2-methyl-3-oxoisoindolin-5-yl)-3,4-dihydropyrido[4,3-d]pyrimidin-2(1H)-one FC1=C(C(=C(C=C1OC)OC)F)N1C(N(C2=C(C1)C=NC(=C2)C=2C(=NN(C2)C)C)C=2C=C1C(N(CC1=CC2)C)=O)=O